FC1=CC=CC(=N1)C=1N=C(SC1)NC(=O)C1N(CC1)C(=O)C1=CN(C=C1)S(=O)(=O)C N-(4-(6-fluoropyridin-2-yl)thiazol-2-yl)-1-(1-(methylsulfonyl)-1H-pyrrole-3-carbonyl)azetidine-2-carboxamide